6-(4-Bromo-1H-pyrazol-1-yl)-2-(3-methyloxetan-3-yl)-2-azaspiro[3.3]heptane BrC=1C=NN(C1)C1CC2(CN(C2)C2(COC2)C)C1